(S)-1-(4-methoxypyridin-2-yl)ethan-1-amine dihydrochloride Cl.Cl.COC1=CC(=NC=C1)[C@H](C)N